7-(4-(2-fluoro-6-methylphenyl)piperazin-1-yl)-3-methylpyrido[2,3-b]pyrazin-6(5H)-one FC1=C(C(=CC=C1)C)N1CCN(CC1)C1=CC=2C(=NC(=CN2)C)NC1=O